(3S,4R)-4-((5-chloro-4-((R)-8-fluoro-2-(2-hydroxypropan-2-yl)-3-methyl-3,4-dihydro-5-oxa-1,2a-diazaacenaphthylen-6-yl)pyrimidin-2-yl)amino)tetrahydro-2H-pyran-3-ol ClC=1C(=NC(=NC1)N[C@H]1[C@@H](COCC1)O)C1=C2OC[C@H](N3C(=NC(C(=C1)F)=C32)C(C)(C)O)C